N1=C(C=NC=C1)C=1C=CC(=NC1)NC(CN1N=CC(=C1)C=1C=NC=NC1)=O N-(5-pyrazin-2-yl-2-pyridyl)-2-(4-pyrimidin-5-ylpyrazol-1-yl)acetamide